NC1=NC=NC=2C3=C(\C(\C(C12)(C)C)=N/OC[C@@H]1CC(NC1)=O)C=C(C=C3)OC (4R)-4-[[(Z)-(4-amino-8-methoxy-5,5-dimethyl-benzo[h]quinazolin-6-ylidene)amino]oxymethyl]pyrrolidin-2-one